FC1(CCN(CC1)C(=O)C1=CC=2C(=NC=C(N2)C2=CC=3C(N=C2)=NN(C3)C)C=N1)F (4,4-difluoro-1-piperidinyl)(2-(2-methyl-2H-pyrazolo[3,4-b]pyridin-5-yl)pyrido[3,4-b]pyrazin-7-yl)methanone